2-[4-(4-methoxypiperidin-1-yl-formyl)-phenyl]-5-chloro-pyrrolo[1,2-b]pyridazine-7-formamide COC1CCN(CC1)C(=O)C1=CC=C(C=C1)C=1C=CC=2N(N1)C(=CC2Cl)C(=O)N